BrC=1C=NN(C1OCC)CCN(C)C 2-(4-bromo-5-ethoxy-pyrazol-1-yl)-N,N-dimethyl-ethanamine